NC1=C2NC(N(C2=NC(=N1)OCCCC)CC1=CC=C(C=C1)CCl)=O 6-amino-2-butoxy-9-(4-(chloromethyl)benzyl)-7,9-dihydro-8H-purin-8-one